Glucosylglucose C1([C@H](O)[C@@H](O)[C@H](O)[C@H](O1)CO)C(=O)[C@H](O)[C@@H](O)[C@H](O)[C@H](O)CO